OCC12CC3(CC(CC(C1)(C3)C3=CC=CC=C3)C2)C(=O)N[C@@H]2CC[C@H](CC2)NC(OC(C)(C)C)=O tert-butyl trans-N-{4-[3-(hydroxymethyl)-5-phenyladamantane-1-amido]cyclohexyl}carbamate